1-methyl-4-propan-2-ylidenecyclohexan-1-ol CC1(CCC(CC1)=C(C)C)O